FC(OC1=C2CN(CC2=CC=C1)C(=O)C1=CC2=C(N=C(O2)C2C(NC(CC2)=O)=O)C=C1)(F)F 3-(6-(4-(trifluoromethoxy)isoindoline-2-carbonyl)benzo[d]oxazol-2-yl)piperidine-2,6-dione